CC1(OB(OC1(C)C)C1=C(N)C=CC(=C1)C(F)(F)F)C 2-(4,4,5,5-tetramethyl-1,3,2-dioxaborolan-2-yl)-4-(trifluoromethyl)aniline